ClC1=C(C=C(OCCNCCCF)C=C1)[C@H]1N([C@@H](CC2=C1NC1=CC=CC=C21)C)CC(F)(F)F N-(2-(4-chloro-3-((1R,3R)-3-methyl-2-(2,2,2-trifluoroethyl)-2,3,4,9-tetrahydro-1H-pyrido[3,4-b]indol-1-yl)phenoxy)ethyl)-3-fluoropropan-1-amine